C(#N)C1(CC1)NS(=O)(=O)C=1C=C(C=2N(C1)C(=NC2)C=2SC(=NN2)C(F)(F)F)N2CCN(CC2)C(\C=C\C(=O)C2=CC=C(C=C2)OC)=O (E)-N-(1-cyanocyclopropyl)-8-(4-(4-(4-methoxyphenyl)-4-oxobut-2-enoyl)piperazin-1-yl)-3-(5-(trifluoromethyl)-1,3,4-thiadiazol-2-yl)imidazo[1,5-a]pyridine-6-sulfonamide